(E)-N'-(3,5-dimethoxybenzylidene)-6-(4-propoxyphenyl)pyridinecarboxylic acid hydrazide COC=1C=C(\C=N\NC(=O)C2=NC(=CC=C2)C2=CC=C(C=C2)OCCC)C=C(C1)OC